OC(C)(C)C1=CC=C(C=C1)C(C)(C)O p-bis(α-hydroxyisopropyl)benzene